(S)-N-((R)-1-(4-bromopyridin-2-yl)propyl)-2-methylpropan-2-sulfinamide BrC1=CC(=NC=C1)[C@@H](CC)N[S@@](=O)C(C)(C)C